(2R)-2-[(6-amino-1-methyl-2-oxo-4-quinolyl)amino]-N-(2-hydroxyethyl)propanamide NC=1C=C2C(=CC(N(C2=CC1)C)=O)N[C@@H](C(=O)NCCO)C